rac-tert-butyl (2R,4R)-2-(3-(1,3-dioxolan-2-yl)pyridin-2-yl)-4-(trifluoromethyl)piperidine-1-carboxylate O1C(OCC1)C=1C(=NC=CC1)[C@@H]1N(CC[C@H](C1)C(F)(F)F)C(=O)OC(C)(C)C |r|